C(C)N1CCCC2=CC=CC(=C12)CN1CCC2(CN(C2)C(=O)[O-])CC1 7-((1-ethyl-1,2,3,4-tetrahydroquinolin-8-yl)methyl)-2,7-diazaspiro[3.5]nonane-2-carboxylate